5-chloro-2-(((2-tosylhydrazino) methyl) phenyl)-1,4-diazacycloheptane-1-carboxylate ClC1NCC(N(CC1)C(=O)[O-])C1=C(C=CC=C1)CNNS(=O)(=O)C1=CC=C(C)C=C1